N1(C=NC=C1)C=1N=C(C2=C(N1)C(=CN2)C)C(=O)NC2CCC(CC2)OCCOC 2-(1H-imidazol-1-yl)-N-((1r,4r)-4-(2-methoxyethoxy)cyclohexyl)-7-methyl-5H-pyrrolo[3,2-d]pyrimidine-4-carboxamide